2-ethoxyethyl 2-(2-oxo-4-phenyl-chromen-7-yl)oxyacetate propyl-2-(2-oxo-4-phenyl-chromen-7-yl)oxyacetate C(CC)OC(COC1=CC=C2C(=CC(OC2=C1)=O)C1=CC=CC=C1)=O.O=C1OC2=CC(=CC=C2C(=C1)C1=CC=CC=C1)OCC(=O)OCCOCC